4-cyano-N-[4-(3-cyanophenyl)-5-(2,6-dimethyl-4-pyridyl)thiazol-2-yl]-4-(1-hydroxy-1-methylethyl)piperidine-1-carboxamide C(#N)C1(CCN(CC1)C(=O)NC=1SC(=C(N1)C1=CC(=CC=C1)C#N)C1=CC(=NC(=C1)C)C)C(C)(C)O